(2R,3S,4R,5R)-2-(acetoxymethyl)-6-(benzyloxy)-5-(1,3-dioxoisoindolin-2-yl)tetrahydro-2H-pyran-3,4-diyl diacetate C(C)(=O)O[C@@H]1[C@H](OC([C@@H]([C@H]1OC(C)=O)N1C(C2=CC=CC=C2C1=O)=O)OCC1=CC=CC=C1)COC(C)=O